CC1=CC=C(C=C1)S(=O)(=O)N1C=C(C2=CC(=CC=C12)Cl)CCCN1CCN(CC1)C=1C2=C(N=CN1)C=CN2 1-p-toluenesulfonyl-3-(3-(4-(5H-pyrrolo[3,2-d]pyrimidin-4-yl)piperazin-1-yl)propyl)-5-chloroindole